OC1=NC=NC=N1 6-hydroxyl-s-triazine